C1=CC(=CC=C1COC(CN2C=CN=C2)C3=C(C=C(C=C3)Cl)Cl)Cl.[N+](=O)(O)[O-] 1-[2-[(4-chlorophenyl)methoxy]-2-(2,4-dichlorophenyl)ethyl]imidazolenitric acid